1-(4-bromophenyl)-3-{4-[2-(3-hydroxyphenyl)ethyl]-4-methyl-2,5-dioxoimidazolidin-1-yl}urea BrC1=CC=C(C=C1)NC(=O)NN1C(NC(C1=O)(C)CCC1=CC(=CC=C1)O)=O